C(C)(C)(C)OC(=O)N1[C@@H](N(CC1=O)[C@H](C)C1=CC=CC=C1)C1=C(C=CC=C1Cl)Cl (R)-2-(2,6-dichlorophenyl)-5-oxo-3-((R)-1-phenylethyl)imidazolidine-1-carboxylic acid tert-butyl ester